C(N)(=O)C=1N(N=C2C1NCCC2C2CN(CC2)C(=O)OC(C)(C)C)C2=CC=C(C=C2)OC2=CC=CC=C2 tert-butyl 3-[3-carbamoyl-2-(4-phenoxyphenyl)-4,5,6,7-tetrahydro-2H-pyrazolo[4,3-b]pyridin-7-yl]pyrrolidine-1-carboxylate